Dimethyl-4-(3-(2-fluoro-5-((7-fluoro-1H-indol-1-yl)sulfonyl)-4-methoxyphenyl)ureido)thiophene-2,3-dicarboxylic acid COC(=O)C1=C(SC=C1NC(=O)NC1=C(C=C(C(=C1)S(=O)(=O)N1C=CC2=CC=CC(=C12)F)OC)F)C(=O)OC